(2S,3R,4R,5R)-tert-butyl 3-((tert-butyldimethylsilyl)oxy)-5-(2,4-dioxo-3,4-dihydropyrimidin-1(2H)-yl)-4-fluorotetrahydrofuran-2-carboxylate [Si](C)(C)(C(C)(C)C)O[C@@H]1[C@H](O[C@H]([C@@H]1F)N1C(NC(C=C1)=O)=O)C(=O)OC(C)(C)C